FC1=C(CC=2C=3N(C=C(N2)C2=NC(=NN2)C(F)(F)F)C=CN3)C=C(C=C1)F 8-(2,5-difluorobenzyl)-6-(3-(trifluoromethyl)-1H-1,2,4-triazol-5-yl)imidazo[1,2-a]pyrazine